C(C)(C)(C)C=1C(=C(C=C(C1)CCC(=O)OCCCCCCCC)N1N=C2C(=N1)C=CC(=C2)Cl)O 2-(3'-tert-butyl-2'-hydroxy-5'-(2-octyl-oxy-carbonylethyl)phenyl)-5-chlorobenzotriazole